C(C1=CC=CC=C1)N[C@H]1[C@@H](CCCC1)NC=1C=C2CN(C(C2=CC1)=O)C1C(NC(CC1)=O)=O 3-(5-(((1R,2R)-2-(benzylamino)cyclohexyl)amino)-1-oxoisoindolin-2-yl)piperidine-2,6-dione